Glycerose O=C[C@H](O)CO